O1CCCC2=CC(=CC=C12)C1=CC=C2C(CCOC2=C1)NC(O[C@@H]1CN2CCC1CC2)=O (S)-quinuclidin-3-yl [6,7'-bichroman]-4'-ylcarbamate